undecylideneaminoguanidine pelargonate C(CCCCCCCC)(=O)O.C(CCCCCCCCCC)=NNC(=N)N